CN(C)C1=CC=NC=C1 4-(N,N-dimethyl-amino)pyridine